C(C=CCCCCCCCCCCCCCCCCC)=O eicosenealdehyde